C(=O)C=1C(C(=C(OC1)C)C=O)=O diformyl-methyl-4-pyrone